BrC1=CC=C2C(=NN(C(C2=C1)=O)CC(=O)NC1=NC=C(C=N1)F)C(F)F 2-[7-bromo-4-(difluoromethyl)-1-oxophthalazin-2-yl]-N-(5-fluoropyrimidin-2-yl)acetamide